[1-(pyridin-2-yl)-1,4-diazepan-6-yl]methanethiol N1=C(C=CC=C1)N1CCNCC(C1)CS